CS(=O)(=O)[O-].O1CCOCCOC=COCC1.[Li+] (Z)-lithium 1,4,7,10-tetraoxacyclododec-8-ene methanesulfonate